C(#N)C=1C=C(C=CC1)C=1N=C(SC1C=1C=NC(=C(C1)C)N1N=CC=N1)NC(=O)N1CC2(COC2)C1 N-[4-(3-Cyanophenyl)-5-[5-methyl-6-(triazol-2-yl)-3-pyridyl]thiazol-2-yl]-2-oxa-6-azaspiro[3.3]heptane-6-carboxamide